C(C)C1=C(C(=CC(=C1)CC)CCCC)O 2,4-diethyl-6-butylphenol